(S)-2-((3,5-dicyano-6-(dimethylamino)-4-ethylpyridin-2-yl)thio)-2-phenylacetamide C(#N)C=1C(=NC(=C(C1CC)C#N)N(C)C)S[C@H](C(=O)N)C1=CC=CC=C1